OC1=CC=C2C[C@H]([C@@H](OC2=C1)C1=CC(=C(C=C1)OC)O)OC (trans)-7-hydroxy-2-(3-hydroxy-4-methoxyphenyl)-3-methoxychroman